CC1(C2=CC=CC=C2C=2C=CC(=CC12)N(C1=CC2=C(C=C1)C1=CC=CC=C1C21C(C(C2=C(C=CC(=C12)C)C)(C)C)C)C1=CC=2C(C3=CC=CC=C3C2C=C1)(C)C)C N,N-bis(9,9-dimethyl-9H-fluoren-2-yl)-2',3',3',4',7'-pentamethyl-2',3'-dihydrospiro-[fluoren-9,1'-indene]-2-amine